N-((1R,4R,5S)-2-azabicyclo[2.1.1]hexan-5-yl)-2-(4-(methylcarbamoyl)phenyl)benzo[d]imidazo[2,1-b]thiazole-7-carboxamide [C@H]12NC[C@H]([C@@H]1NC(=O)C1=CC3=C(N4C(S3)=NC(=C4)C4=CC=C(C=C4)C(NC)=O)C=C1)C2